5-nitropyridin-2(1H)-one [N+](=O)([O-])C=1C=CC(NC1)=O